FC1=C(C=O)C(=CC(=C1)O)F 2,6-Difluoro-4-hydroxybenzaldehyde